2-(3-(trifluoro-methyl)phenyl)morpholine FC(C=1C=C(C=CC1)C1CNCCO1)(F)F